O=C1N(C=NC2=CC=CC(=C12)NCC1=CC=C(C=C1)CN1CCN(CC1)C1=CC(=CC=C1)C(F)(F)F)C1C(NC(CC1)=O)=O 3-(4-oxo-5-((4-((4-(3-(trifluoromethyl)phenyl)piperazin-1-yl)methyl)benzyl)amino)quinazolin-3(4H)-yl)piperidine-2,6-dione